C(CC(O)(C(=O)O)CC(=O)O)(=O)O.C(C)N(CCOC1=CC=C(C=C1)C(C(C1=CC=C(C=C1)OC)CC)(C1=CC=CC=C1)O)CC alpha-(p-(2-(diethylamino)ethoxy)phenyl)-beta-ethyl-p-methoxy-alpha-phenylphenethyl alcohol citrate